12-tridecen-1-ol C(CCCCCCCCCCC=C)O